The molecule is a gallate ester obtained by formal condensation of the carboxy group of gallic acid with the (3'R)-hydroxy group of procyanidin B4. It has a role as a metabolite. It is a gallate ester, a proanthocyanidin, a polyphenol and a biflavonoid. It derives from a gallic acid and a procyanidin B4. C1[C@H]([C@H](OC2=C1C(=CC(=C2[C@H]3[C@@H]([C@H](OC4=CC(=CC(=C34)O)O)C5=CC(=C(C=C5)O)O)O)O)O)C6=CC(=C(C=C6)O)O)OC(=O)C7=CC(=C(C(=C7)O)O)O